1,2-diiminocarbamoyl-3-dimethylaminopropane N=C(C(CN(C)C)=N)C(N)=O